N1(CCCCC1)C1=NC2=NC=NC=C2N1 8-(piperidin-1-yl)-7H-purine